C(C([2H])([2H])[2H])(C[2H])(O)[2H] isopropanol-d5